1,5-dimethyl-pyrazole-4-ol CN1N=CC(=C1C)O